(S)-4,8-Dihydroxyoct-6-yn-1-yl-(pivalic acid) O[C@@H](CCCCC(C(=O)O)(C)C)CC#CCO